(3,5-di-isopropylphenyl)(cyclohexyl)methylene(cyclopentadienyl)(2,7-di-tert-butylfluoren-9-yl)zirconium dichloride [Cl-].[Cl-].C(C)(C)C=1C=C(C=C(C1)C(C)C)C(=[Zr+2](C1C2=CC(=CC=C2C=2C=CC(=CC12)C(C)(C)C)C(C)(C)C)C1C=CC=C1)C1CCCCC1